N-[[4-(4-hydroxy-1-piperidinyl)-1-[4-(trifluoromethoxy)phenyl]pyrazolo[3,4-b]pyridin-3-yl]methyl]prop-2-enamide OC1CCN(CC1)C1=C2C(=NC=C1)N(N=C2CNC(C=C)=O)C2=CC=C(C=C2)OC(F)(F)F